tert-butyl 5-[7-(2-methoxy-4,6-dimethyl-phenyl)-4-methyl-pyrido[2,3-d]pyrimidin-2-yl]-3,6-dihydro-2H-pyridine-1-carboxylate COC1=C(C(=CC(=C1)C)C)C=1C=CC2=C(N=C(N=C2C)C2=CCCN(C2)C(=O)OC(C)(C)C)N1